mercaptomethylphenyl-ethyl-trimethoxysilane cinnamate (3-phenyl-acrylate) C1(=CC=CC=C1)C=CC(=O)O.C(C=CC1=CC=CC=C1)(=O)O.SCC(O[Si](OC)(OC)CC)C1=CC=CC=C1